ClC1=C(C=CC=C1)S(=O)(=O)NCC=1N=NN(C1)CC1=CC=C(C=C1)NC(C(CC(C)C)C(NO)=O)=O N-[4-[[4-[[(2-Chlorophenyl)sulfonylamino]methyl]triazol-1-yl]methyl]phenyl]-2-(hydroxycarbamoyl)-4-methyl-pentanamide